[Zr].[Nd] Neodymium-zirconium